3-(tert-butyl)-1-(2,4-difluorophenyl)-1H-pyrazol-5-amine C(C)(C)(C)C1=NN(C(=C1)N)C1=C(C=C(C=C1)F)F